(2S,4R)-1-[(2S)-2-(4-cyclopropyltriazol-1-yl)-3,3-dimethyl-butanoyl]-N-[2-[5-[(4-fluorophenoxy)methyl]-1,2,4-oxadiazol-3-yl]ethyl]-4-hydroxy-pyrrolidine-2-carboxamide C1(CC1)C=1N=NN(C1)[C@H](C(=O)N1[C@@H](C[C@H](C1)O)C(=O)NCCC1=NOC(=N1)COC1=CC=C(C=C1)F)C(C)(C)C